5-(4-chloro-7-((2-(trimethylsilyl)ethoxy)methyl)-7H-pyrrolo[2,3-d]pyrimidin-6-yl)pyridin-2-ol ClC=1C2=C(N=CN1)N(C(=C2)C=2C=CC(=NC2)O)COCC[Si](C)(C)C